4,6-dicyclopropyl-2,3-dihydro-1H-pyrrolo[3,4-c]pyridin-1-one C1(CC1)C1=NC(=CC2=C1CNC2=O)C2CC2